5-Chloro-N-(6-cyano-5-(trifluoromethyl)pyridin-3-yl)-2'-ethynyl-2,4'-difluoro-[1,1'-biphenyl]-4-formamide ClC=1C(=CC(=C(C1)C1=C(C=C(C=C1)F)C#C)F)C(=O)NC=1C=NC(=C(C1)C(F)(F)F)C#N